COC(=O)C1=C(NC(=C(C1C=1C2=C(SC1)C=CC(=C2)C#N)C(C)=O)C)C 5-acetyl-4-(5-cyanobenzo[b]thiophen-3-yl)-2,6-dimethyl-1,4-dihydropyridine-3-carboxylic acid methyl ester